C(\C(\C)=C/C(=O)OC1CCCC1)(=O)OC mono-methyl cyclopentyl citraconate